(9H-fluoren-9-yl)methyl (S)-3-(((S)-1-((4-chloro-3-methylphenyl)amino)-4-(4-hydroxypiperidin-1-yl)-1-oxobutan-2-yl)carbamoyl)-3,4-dihydroisoquinoline-2(1H)-carboxylate ClC1=C(C=C(C=C1)NC([C@H](CCN1CCC(CC1)O)NC(=O)[C@H]1N(CC2=CC=CC=C2C1)C(=O)OCC1C2=CC=CC=C2C=2C=CC=CC12)=O)C